2-(bromomethyl)-4-fluoro-1-methylbenzene BrCC1=C(C=CC(=C1)F)C